2,2-dimethyl-5-(3,3,3-trifluoro-1-hydroxy-2-methylpropylidene)-1,3-dioxane-4,6-dione CC1(OC(C(C(O1)=O)=C(C(C(F)(F)F)C)O)=O)C